N-[(4-bromo-3-nitro-phenyl)methyl]-6-cyclopropyl-N-(2-methanesulfonyl-4-methylphenyl)pyridine-3-carboxamide BrC1=C(C=C(C=C1)CN(C(=O)C=1C=NC(=CC1)C1CC1)C1=C(C=C(C=C1)C)S(=O)(=O)C)[N+](=O)[O-]